4-cycloheptylpiperazine-1-carboxylic acid [(2s,3s,4e,6r)-3-methyl-2-[(2e,4e,6r)-6-methyl-7-(pyrrolidine-1-carbonyloxy) hept-2,4-dien-2-yl]-12-oxo-1-oxocyclododec-4-en-6-yl] ester C[C@@H]\1[C@H](C(C(CCCCC[C@H](/C=C1)OC(=O)N1CCN(CC1)C1CCCCCC1)=O)=O)\C(\C)=C\C=C\[C@H](COC(=O)N1CCCC1)C